C(C)(=O)OCCC(CCC=C(C)C)C 3,7-dimethyl-6-octen-1-ol 1-acetate